N,N-dimethylthiocarbamoyl chloride CN(C(=S)Cl)C